C[C@H]1C(C(=C[C@@]2([C@@H]1CCCC1=C2N=C(N=C1C1=CC=CC=C1)C1=CC(=NC=C1)C)C)C#N)=O (7aR,8R,11aS)-8,11a-dimethyl-2-(2-methylpyridin-4-yl)-9-oxo-4-phenyl-6,7,7a,8,9,11a-hexahydro-5H-benzo[6,7]cyclohepta[1,2-d]pyrimidine-10-carbonitrile